C(C)N(C(OC1=C(C=CC=C1)Cl)=O)C1=C(N=NN1C)C=1C=C2C=CC(NC2=CC1)=O (R)-1-(2-chlorophenyl) ethyl(1-methyl-4-(2-oxo-1,2-dihydroquinolin-6-yl)-1H-1,2,3-triazol-5-yl)carbamate